5,6,7,8-tetrahydroisoquinolin-8-one C1=NC=CC=2CCCC(C12)=O